C(C=C)N1C(NC(N(C1=O)CC=C)=O)=O 3,5-Di-2-propenyl-1,3,5-triazine-2,4,6(1H,3H,5H)-trione